COC1=CC=C(C=C1)C1=NC(=NO1)C=NNC1=NC=C(C=C1)C(F)(F)F 2-(2-[[5-(4-methoxyphenyl)-1,2,4-oxadiazol-3-yl]methylene]hydrazino)-5-(trifluoromethyl)pyridine